1-oxo-1H-phenalene-2,3-dicarbonitrile O=C1C(=C(C2=CC=CC3=CC=CC1=C23)C#N)C#N